FC=1C(=NC=C(C1)F)CNC(=O)C1=CN=C(S1)N1CCC(CC1)N1CC(CCC1)C(F)(F)F N-[(3,5-Difluoropyridin-2-yl)methyl]-2-[3-(trifluoromethyl)[1,4'-bipiperidine]-1'-yl]-1,3-thiazole-5-carboxamide